(N-γ-L-glutamyl-L-cysteinyl)glycine N[C@@H](CCC(=O)N[C@@H](CS)C(=O)NCC(=O)O)C(=O)O